ClC=1C=C(OCCCCC(=O)O)C=C(C1CC1=C(C(=C(C=C1)O)C(C)C)F)Cl 5-(3,5-dichloro-4-(2-fluoro-4-hydroxy-3-isopropylbenzyl)phenoxy)pentanoic acid